((perfluorophenyl)sulfonyl)piperidine-3-carboxamide FC1=C(C(=C(C(=C1F)F)F)F)S(=O)(=O)N1CC(CCC1)C(=O)N